1,8-diaminotriethylene glycol NC(COCCOCC(N)O)O